4-(2-(1-ethyl-3-(trifluoromethyl)-1H-pyrazol-4-yl)cyclopent-1-en-1-yl)thieno[2,3-c]pyridine-2-carbonitrile C(C)N1N=C(C(=C1)C1=C(CCC1)C1=C2C(=CN=C1)SC(=C2)C#N)C(F)(F)F